[2-amino-9-[(4-nitrophenyl)methyl]purin-6-yl]pyridine-3-carbonitrile NC1=NC(=C2N=CN(C2=N1)CC1=CC=C(C=C1)[N+](=O)[O-])C1=NC=CC=C1C#N